methyl (S)-2-amino-3-(5-bromoquinolin-8-yl)propanoate N[C@H](C(=O)OC)CC=1C=CC(=C2C=CC=NC12)Br